(2S)-1-(4-{4-[(2R)-2-aminopropionylamino]phenyl}benzenesulfonyl)pyrrolidine-2-carboxylic acid methyl ester COC(=O)[C@H]1N(CCC1)S(=O)(=O)C1=CC=C(C=C1)C1=CC=C(C=C1)NC([C@@H](C)N)=O